COC1=NN(C=C1)C1=CC=C(C=N1)S(=O)(=O)NC=1C=CC=C2C=NN(C12)C 6-(3-METHOXY-1H-PYRAZOL-1-YL)-N-(1-METHYL-1H-INDAZOL-7-YL)PYRIDINE-3-SULFONAMIDE